C1(CCCC1)C1=C(C(NC(=N1)C1=CN=CN1C1CC1)=O)I 6-cyclopentyl-2-(1-cyclopropyl-1H-imidazol-5-yl)-5-iodo-4(3H)-pyrimidinone